[Cu].[Au].[Zn].[Pb] lead-zinc-gold-copper